2,6-dichloro-5-methylnicotinamide ClC1=C(C(=O)N)C=C(C(=N1)Cl)C